1-(3-(3-(benzyloxy)propoxy)-5-(4,4,5,5-Tetramethyl-1,3,2-dioxaborolan-2-yl)pyridin-2-yl)-4-methylpiperazine C(C1=CC=CC=C1)OCCCOC=1C(=NC=C(C1)B1OC(C(O1)(C)C)(C)C)N1CCN(CC1)C